[Si](C)(C)(C(C)(C)C)OCC(C=1OC=CN1)NS(=O)C(C)(C)C N-(2-((tert-butyldimethylsilyl)oxy)-1-(oxazol-2-yl)ethyl)-2-methylpropan-2-sulfinamide